NC1=C(C(=O)NC2=C(C=CC(=C2)C2(CC2)C#N)OC)C=CC(=N1)COC 2-amino-N-[5-(1-cyanocyclopropyl)-2-methoxyphenyl]-6-(methoxymethyl)nicotinamide